FC1=CC=C(C(=O)C=2C(N(C(C2O)=O)C=2SC(=C(N2)C)C(=O)OCC)C2=CC=C(C=C2)C)C=C1 ethyl 2-[3-(4-fluorobenzoyl)-4-hydroxy-2-(4-methyl phenyl)-5-oxo-2,5-dihydro-1H-pyrrol-1-yl]-4-methyl-1,3-thiazole-5-carboxylate